N-arachidoyl-sphingosine C(CCCCCCCCCCCCCCCCCCC)(=O)N[C@@H](CO)[C@H](O)\C=C\CCCCCCCCCCCCC